4-(methylsulfonyloxy)piperidine-1-carboxylic acid benzyl ester C(C1=CC=CC=C1)OC(=O)N1CCC(CC1)OS(=O)(=O)C